BrC=1C=C(C=C(C1OCCCCO)F)C=1C(CC(NN1)=O)C 6-[3-bromo-5-fluoro-4-(4-hydroxybutoxy)phenyl]-5-methyl-4,5-dihydro-2H-pyridazin-3-one